(6-phenylpyridin-2-yl)methylamine hydrochloride Cl.C1(=CC=CC=C1)C1=CC=CC(=N1)CN